4-Amino-7-((2R,3R,4S,5R)-3,4-dihydroxy-5-(hydroxymethyl)tetrahydrofuran-2-yl)-2-methyl-7H-pyrrolo[2,3-d]pyrimidin-5-carboxamid NC=1C2=C(N=C(N1)C)N(C=C2C(=O)N)[C@@H]2O[C@@H]([C@H]([C@H]2O)O)CO